3-(trichlorostannyl)propan Cl[Sn](CCC)(Cl)Cl